ClC1=CC=C(S1)C1=NN(C2=CC=C(C=C12)[N+](=O)[O-])CC(F)F 3-(5-chlorothien-2-yl)-1-(2,2-difluoroethyl)-5-nitro-1H-indazole